N1CCC2(CC1)OC1=C(C2)C=CC(=C1)NC1C(NC(CC1)=O)=O 3-((3H-Spiro[benzofuran-2,4'-piperidin]-6-yl)amino)piperidine-2,6-dione